methyl 3-(9-((4-(((tert-butoxycarbonyl)amino)methyl)-2-((cyclopropylmethyl)carbamoyl)phenyl)carbamoyl)-4,5-dihydrobenzo[b]thieno[2,3-d]oxepin-8-yl)-6-(propylcarbamoyl)picolinate C(C)(C)(C)OC(=O)NCC1=CC(=C(C=C1)NC(=O)C1=CC2=C(OCCC3=C2SC=C3)C=C1C=1C(=NC(=CC1)C(NCCC)=O)C(=O)OC)C(NCC1CC1)=O